C1(=CC(=CC=C1)C[C@@H]1N(CC2(CC2)[C@@H]1NS(=O)(=O)N1CCCC1)C(=O)[C@@H]1OCC1)C1=CC=CC=C1 N-((6S,7S)-6-([1,1'-biphenyl]-3-ylmethyl)-5-((R)-oxetane-2-carbonyl)-5-azaspiro[2.4]heptan-7-yl)pyrrolidine-1-sulfonamide